ClC1=C(OCCC(CC(=O)O)(C)C)C=CC=C1C=1N(C2=NC=NC(=C2N1)OC1(CC1)C)CC1=CC(=CC=C1)Cl 5-(2-chloro-3-(9-(3-chlorobenzyl)-6-(1-methylcyclopropoxy)-9H-purin-8-yl)phenoxy)-3,3-dimethylpentanoic acid